C(C)(C)(C)OC(=O)N1C[C@@H]([C@@H](C1)F)N.CC1=CC=C(C=C1)S(=O)(=O)NC1=C(C(=O)NC=2SC=C(N2)C(C)(C)C)C=CC=C1 2-((4-methylphenyl)sulfonylamino)-N-(4-tert-butylthiazol-2-yl)benzamide (3s,4r)-tert-butyl-3-amino-4-fluoropyrrolidine-1-carboxylate